ClCC1=CC=C(C=C1)[C@@H](C)N1CCOCC1 (R)-4-(1-(4-(chloromethyl)phenyl)ethyl)morpholine